tert-butyl-7-(2-aminopyrimidin-5-yl)-N-(4-(morpholinomethyl)phenyl)thieno[3,2-d]pyrimidin-2-amine C(C)(C)(C)C=1C2=C(N=C(N1)NC1=CC=C(C=C1)CN1CCOCC1)C(=CS2)C=2C=NC(=NC2)N